CON Methoxyamin